OC(C(CC)(C(O)O)C(O)O)O 1,1,1-tris(bishydroxymethyl)propane